C(C)(C)(C)OC(C1=C(C=CC=C1)NC(C(CC1=CC=CC=C1)NC(C(=O)NC1=C(C=CC(=C1)Cl)N1N=CN=C1)=O)=O)=O 2-(2-(((5-chloro-2-(1H-1,2,4-triazol-1-yl)phenyl)amino)-2-oxoacetamido)-3-phenylpropionamido)benzoic acid tert-butyl ester